ClC1=C2C(=C(N(C2=CC=C1)S(=O)(=O)C1=CC=C(C)C=C1)C(=O)OCC)F ethyl 4-chloro-3-fluoro-1-tosyl-1H-indole-2-carboxylate